ClC=1C=CN2N=CN=C(C21)N 5-chloro-4-aminopyrrolo[2,1-f][1,2,4]triazine